Carbonic acid 7-[4-(4-benzo[b]thiophen-4-ylpiperazin-1-yl)butoxy]-4,4-dimethyl-2-oxo-3,4-dihydro-2H-quinolin-1-ylmethyl ester isobutyl ester C(C(C)C)OC(OCN1C(CC(C2=CC=C(C=C12)OCCCCN1CCN(CC1)C1=CC=CC=2SC=CC21)(C)C)=O)=O